[K+].P(=O)(O)(O)[O-] dihydrogen phosphate, monopotassium salt